8-diazabicycloundecen-7-eneN C1(=NNCCCC=C=CCC1)C1=CCCCCCCCCC1